N-(1-(3-(difluoromethyl)-2-fluorophenyl)-2,2-difluoro-2-(phenylsulfonyl)ethyl)-2-methylpropane-2-sulfinamide FC(C=1C(=C(C=CC1)C(C(S(=O)(=O)C1=CC=CC=C1)(F)F)NS(=O)C(C)(C)C)F)F